C1(=CC=CC=C1)N1NN=CC(=C1)C1=CC=CC=C1 3,5-diphenyltriazine